C12CC(CC(CC1)O2)C#CC(=O)OC(C)(C)C tert-butyl 3-{8-oxabicyclo[3.2.1]octan-3-yl}prop-2-ynoate